o-Dichlorobenzol ClC1=C(C=CC=C1)Cl